(R)-1-(3-chloro-2-(3-methyl-1H-pyrazol-1-yl)phenyl)-2,2,2-trifluoroethanol ClC=1C(=C(C=CC1)[C@H](C(F)(F)F)O)N1N=C(C=C1)C